(3-amino-6-(difluoromethyl-sulfonyl)-4,5,6,7-tetrahydro-pyrazolo[3,4-c]pyridin-2-yl)(6-fluoro-1,2,3,4-tetrahydro-quinolin-4-yl)methanone NC=1N(N=C2CN(CCC21)S(=O)(=O)C(F)F)C(=O)C2CCNC1=CC=C(C=C21)F